6-hydrazino-3H-pyrimidin-4-one N(N)C1=CC(NC=N1)=O